1-((benzyloxy)methyl)-4-methyl-2-nitrobenzene C(C1=CC=CC=C1)OCC1=C(C=C(C=C1)C)[N+](=O)[O-]